tert-butyl (1-(2-ethylphenyl)cyclopropyl)carbamate C(C)C1=C(C=CC=C1)C1(CC1)NC(OC(C)(C)C)=O